[Al].[C@H]12[C@H](O)[C@@H](O)[C@H](O)[C@H](O1)CO2 1,6-anhydro-β-D-glucopyranose aluminium